ClC1=C(C#N)C=C(C=C1)C(=O)N1CC=2C(=NN3C2C(N(CC3)[C@H](C)C3=CC(=CC=C3)OC(F)(F)F)=O)C[C@H]1C |o1:22| 2-Chloro-5-((R)-3-methyl-10-oxo-9-((R*)-1-(3-(trifluoromethoxy)phenyl)ethyl)-1,2,3,4,7,8,9,10-octahydropyrido[4',3':3,4]pyrazolo[1,5-a]pyrazine-2-carbonyl)benzonitrile